FCC1(CC1)N1C=C2C(N=C(N=C2)C)=CC1=O 6-(1-(fluoromethyl)cyclopropyl)-2-methylpyrido[4,3-d]Pyrimidin-7(6H)-one